2-chloro-6-((triisopropylsilyl)ethynyl)pyrimidine-4-carboxylic acid methyl ester COC(=O)C1=NC(=NC(=C1)C#C[Si](C(C)C)(C(C)C)C(C)C)Cl